F[C@@H]1CN(CC[C@@H]1OC)C1=NC=CC(=N1)NC1=NC=C(C(=O)N(C)CCOC)C(=C1)NC(C)C 6-((2-(cis-3-fluoro-4-methoxypiperidin-1-yl)pyrimidin-4-yl)amino)-4-(isopropylamino)-N-(2-methoxyethyl)-N-methylnicotinamide